[18F]CC(CO)OCN1C=2N=C(NC(C2N=C1)=O)N 9-[(3-[18F]-Fluoro-1-hydroxy-2-propoxy)methyl]guanine